1-(2-fluoro-5-((4-oxo-3,4-dihydrophthalazin-1-yl)methyl)benzoyl)azetidin-3-yl carbamate C(N)(OC1CN(C1)C(C1=C(C=CC(=C1)CC1=NNC(C2=CC=CC=C12)=O)F)=O)=O